FC(COCC(F)(F)F)(F)F Bis(2,2,2-trifluoroethyl)ether